The molecule is a hydroxyisoflavone that is 8,9-dihydro-4H-furo[2,3-h]chromen-4-one substituted by a hydroxy group at position 5, a 3,4-dihydroxyphenyl group at position 3, a 2-hydroxypropan-2-yl group at position 8 and a prenyl group at position 6. Isolated from Millettia pachycarpa, it exhibits anti-estrogenic activity. It has a role as a metabolite and an anti-estrogen. It is a hydroxyisoflavone and a tertiary alcohol. CC(=CCC1=C2C(=C3C(=C1O)C(=O)C(=CO3)C4=CC(=C(C=C4)O)O)CC(O2)C(C)(C)O)C